C(=O)C1=CC(=C(OCCCC(=O)OC)C=C1[N+](=O)[O-])OCOCC[Si](C)(C)C methyl 4-(4-formyl-5-nitro-2-((2-(trimethylsilyl)ethoxy)methoxy)phenoxy)butanoate